BrC1=CC=CC=2C(=C(SC21)C=2N(N=CC2I)C)C#N 7-bromo-2-(4-iodo-2-methyl-pyrazol-3-yl)benzothiophene-3-carbonitrile